(6-Bromo-2-ethyl-imidazo[1,2-a]pyridin-3-yl)-[4-(4-fluoro-phenyl)-thiazol-2-yl]-methyl-amine BrC=1C=CC=2N(C1)C(=C(N2)CC)N(C)C=2SC=C(N2)C2=CC=C(C=C2)F